ClC=1N=NC=CC1I 3-chloro-4-iodopyridazine